4-(3-fluorocyclopentyl)-8-methoxy-7-(3-(pyrrolidin-1-yl)propoxy)-2,3-dihydro-1H-cyclopenta[c]quinoline FC1CC(CC1)C1=NC=2C=C(C(=CC2C2=C1CCC2)OC)OCCCN2CCCC2